isooctyl acrylate (iso-octyl acrylate) C(CCCCC(C)C)C(C(=O)O)=C.C(C=C)(=O)OCCCCCC(C)C